4,4'-((3,9-dioxido-2,4,8,10-tetraoxa-3,9-diphosphaspiro[5.5]undecane-3,9-diyl)bis(azanediyl))dibenzoic acid O=P1(OCC2(CO1)COP(OC2)(=O)NC2=CC=C(C(=O)O)C=C2)NC2=CC=C(C(=O)O)C=C2